ClC=1C=CC(=C(C1)C1(SC(=CC1)C(=O)NCCCCCCO)C(=O)N)OCCOC 2-(5-chloro-2-(2-methoxyethoxy)phenyl)-N5-(6-hydroxyhexyl)thiophene-2,5-dicarboxamide